2-(3-((2-(7,8-dimethyl-[1,2,4]triazolo[1,5-a]pyridin-6-yl)-3-isopropyl-1H-indol-5-yl)methyl)azetidin-1-yl)-N,N-dimethylacetamide CC1=C(C=2N(C=C1C=1NC3=CC=C(C=C3C1C(C)C)CC1CN(C1)CC(=O)N(C)C)N=CN2)C